CS(=O)(=O)OCC1CN(C2CNC12)C(=O)[O-] 4-(((methylsulfonyl) oxy) methyl)-2,6-diazabicyclo[3.2.0]Heptane-2-carboxylate